The molecule is a stilbenoid that is the (2R,3R)-trans-stereoisomer of delta-viniferin, obtained by cyclodimerisation of trans-resveratrol. It is a member of 1-benzofurans, a polyphenol and a stilbenoid. It derives from a trans-resveratrol. It is an enantiomer of a (2S,3S)-trans-delta-viniferin. C1=CC(=CC=C1[C@H]2[C@@H](C3=C(O2)C=CC(=C3)/C=C/C4=CC(=CC(=C4)O)O)C5=CC(=CC(=C5)O)O)O